C(#N)C1=CC=C(COC(=O)C2=NN(C=3C(N(CCC32)CC3(CC3)S(=O)(=O)C3CC3)=O)C)C=C1 6-((1-(cyclopropylsulfonyl)cyclopropyl)methyl)-1-methyl-7-oxo-4,5,6,7-tetrahydro-1H-pyrazolo[3,4-c]Pyridine-3-carboxylic acid 4-cyanobenzyl ester